5-ethyl-7H-pyrrolo[2,3-d]pyrimidin C(C)C1=CNC=2N=CN=CC21